N-(6-amino-5-cyclopropyl-3-pyridyl)-N'-(2-cyclopropylpropyl)-N'-[[5-(trifluoromethyl)-2-pyridyl]methyl]oxamide NC1=C(C=C(C=N1)NC(=O)C(=O)N(CC1=NC=C(C=C1)C(F)(F)F)CC(C)C1CC1)C1CC1